BrC1=CC(=C(C(=N1)CC)N1CC(CCC1)CC(=O)OCC)F ethyl 2-(1-(6-bromo-2-ethyl-4-fluoropyridin-3-yl)piperidin-3-yl)acetate